Bromine (2-tert-butoxy-2-oxoethyl)zinc C(C)(C)(C)OC(C[Zn])=O.[Br]